tri(2-pyridylmethyl)amine copper (II) [Cu+2].N1=C(C=CC=C1)CN(CC1=NC=CC=C1)CC1=NC=CC=C1